N-[3-(dimethylamino)propyl]octadecanoic acid amide CN(CCCNC(CCCCCCCCCCCCCCCCC)=O)C